COC(=O)C=1C(=C2N(C3=CC=CC=C3C(=C2)C)C1C(C1=CC(=CC(=C1)C(F)(F)F)C(F)(F)F)=O)C(=O)OC Dimethyl-1-(3,5-bis(trifluoromethyl)benzoyl)-5-methylpyrrolo[1,2-a]quinoline-2,3-dicarboxylate